CC1(SC2=C(C=N1)C=CC=C2)C 2,2-dimethyl-2H-benzo[e][1,3]thiazine